tert-butyl (5-((6-(1-methyl-1H-pyrazol-4-yl)pyrazolo[1,5-a]pyrazin-4-yl)oxy)pyridin-3-yl)carbamate CN1N=CC(=C1)C=1N=C(C=2N(C1)N=CC2)OC=2C=C(C=NC2)NC(OC(C)(C)C)=O